C(=O)C1=C(C=CC2=CC=CC=C12)OCCC(=O)O 3-[(1-FORMYL-2-NAPHTHYL)OXY]PROPANOIC ACID